OC[C@@H](C(=O)N1CC2=NN(C=C2C1)S(=O)(=O)C=1SC(=CC1)CCC(F)(F)F)C1=CC=CC=C1 (2S)-3-hydroxy-2-phenyl-1-(2-{[5-(3,3,3-trifluoropropyl)thiophen-2-yl]sulfonyl}-2H,4H,5H,6H-pyrrolo[3,4-c]pyrazol-5-yl)propan-1-one